C1N(C(CC2=CC=CC=C12)C(=O)[O-])C(=O)[O-] 3,4-dihydroisoquinoline-2,3(1H)-dicarboxylate